methyl 4-acetamido-5-chlorosalicylate (methyl 4-acetamido-2-hydroxy-5-chlorobenzoate) CC=1C(=C(C(=O)O)C=C(C1NC(C)=O)Cl)O.C(C)(=O)NC=1C=C(C(C(=O)OC)=CC1Cl)O